O1C(=CC=C1)C1=NN2C(N=C(N=C2N)NCCC2=CC=C(C=C2)OCCCC=2C=NC=CC2)=N1 2-(Furan-2-yl)-N5-(4-(3-(pyridin-3-yl)propoxy)phenethyl)-[1,2,4]triazolo[1,5-a][1,3,5]-triazine-5,7-diamine